5,5'-(1,2-diazenediyl)bis[2H-tetrazole] N(=NC=1N=NNN1)C=1N=NNN1